N1N=CC=C1C1CN(CC1)C(=O)N1CC(C1)C1=CC=C(C=C1)C1CCOCC1 [3-(1H-pyrazol-5-yl)pyrrolidin-1-yl]-[3-(4-tetrahydropyran-4-ylphenyl)azetidin-1-yl]methanone